1-[((5s,7s)-3-{[1-(3-fluorophenyl)-1H-1,2,3-triazol-4-yl]methyl}-2-oxo-1-oxa-3-azaspiro[4.5]decan-7-yl)methyl]-1H-benzimidazole-6-carbonitrile FC=1C=C(C=CC1)N1N=NC(=C1)CN1C(O[C@]2(C1)C[C@H](CCC2)CN2C=NC1=C2C=C(C=C1)C#N)=O